ClC1=C(C=C(C=C1)C=1CCCC2=C(C1C1=NC=C(N=C1)O[C@@H]1CNCC1)C=CC(=C2)O)F (S)-8-(4-chloro-3-fluorophenyl)-9-(5-(pyrrolidin-3-yloxy)pyrazin-2-yl)-6,7-dihydro-5H-benzo[7]annulen-3-ol